C(C)(=O)C1=NN(C2=C(C=C(C=C12)C=1C=NC(=NC1)C)C)CC(=O)N1[C@@H]2C[C@@]2(C[C@H]1C(=O)NCCC1=NN(C=C1)C)C (1R,3S,5R)-2-(2-(3-acetyl-7-methyl-5-(2-methylpyrimidin-5-yl)-1H-indazol-1-yl)acetyl)-5-methyl-N-(2-(1-methyl-1H-pyrazol-3-yl)ethyl)-2-azabicyclo[3.1.0]hexane-3-carboxamide